FC=1C=C(C=CC1C1=NN(C(C=C1)=O)C)NC([C@H](C(C1=CC=CC=C1)C1=CC=CC=C1)NC(=O)C1=CC=NN1C)=O (S)-N-(1-((3-fluoro-4-(1-methyl-6-oxo-1,6-dihydropyridazin-3-yl)phenyl)amino)-1-oxo-3,3-diphenylpropan-2-yl)-1-methyl-1H-pyrazole-5-carboxamide